dihydrofuro[3,4-d]-1,3,2-dioxathiolan-4(3aH)-one 2,2-dioxide O1S(OC2C1COC2=O)(=O)=O